CNCC1=CC=C(C=C1)C=1N(C2=CC=CC(=C2C1)NC1CCS(CC1)(=O)=O)CC(F)(F)F 4-[(2-{4-[(methylamino)methyl]phenyl}-1-(2,2,2-trifluoroethyl)-1H-indol-4-yl)amino]-1λ6-thiane-1,1-dione